3-trityl-1,3-dihydro-2H-imidazo[4,5-b]pyridin-2-one C(C1=CC=CC=C1)(C1=CC=CC=C1)(C1=CC=CC=C1)N1C(NC=2C1=NC=CC2)=O